CN(C1=CC(=NC=N1)C=1C=CC2=C(NC(=N2)NC2=NC=CC(=C2)[C@@H](C)N2CCN(CC2)C(CC(F)(F)F)=O)C1)C 1-[4-[(1R)-1-[2-[[6-[6-(dimethylamino)pyrimidin-4-yl]-1H-benzimidazol-2-yl]amino]pyridin-4-yl]ethyl]piperazin-1-yl]-3,3,3-trifluoropropan-1-one